2-(diphenylphosphinomethyl)-4-benzyloxyphenol C1(=CC=CC=C1)P(C1=CC=CC=C1)CC1=C(C=CC(=C1)OCC1=CC=CC=C1)O